(R)-1-(2,5-difluoropyridin-3-yl)ethyl (4-(5-aminopyridin-2-yl)-1-methyl-1H-pyrazol-5-yl)carbamate NC=1C=CC(=NC1)C=1C=NN(C1NC(O[C@H](C)C=1C(=NC=C(C1)F)F)=O)C